N-(4-amino-3-(tert-butyl)phenyl)-1-(4-methoxyphenyl)-5-methyl-1H-1,2,3-triazole-4-carboxamide NC1=C(C=C(C=C1)NC(=O)C=1N=NN(C1C)C1=CC=C(C=C1)OC)C(C)(C)C